FC1(CCC(CC1)[C@@H](C=1N=C2N(N=CC(=C2)C=O)C1)NC(OC(C)(C)C)=O)F tert-butyl (S)-((4,4-difluorocyclohexyl)(7-formylimidazo[1,2-b]pyridazine-2-yl)methyl)carbamate